2-(5-(4-(2-morpholinoethoxy)phenyl)pyridin-2-yl)-N-benzylacetamide O1CCN(CC1)CCOC1=CC=C(C=C1)C=1C=CC(=NC1)CC(=O)NCC1=CC=CC=C1